FC([C@H]1N(C(OC1)=C=O)C=1N=C2N(CCOC3=C2SC(=C3F)N[C@H](C(=O)N)C)C1)F (S)-2-((9-((S)-4-(difluoromethyl)-2-carbonyloxazolidin-3-yl)-3-fluoro-5,6-dihydroimidazo[1,2-d]thieno[2,3-f][1,4]oxazepin-2-yl)amino)propanamide